1-[3-cyclopropyl-2-[[2-methyl-4-(1-methylpyrazol-3-yl)phenoxy]methyl]phenyl]-4-methyltetrazol-5-one C1(CC1)C=1C(=C(C=CC1)N1N=NN(C1=O)C)COC1=C(C=C(C=C1)C1=NN(C=C1)C)C